(R)-6-chloro-3-((1-(7-chloro-2-cyano-3-morpholinoquinoxalin-5-yl)ethyl)amino)picolinic acid ClC1=CC=C(C(=N1)C(=O)O)N[C@H](C)C1=C2N=C(C(=NC2=CC(=C1)Cl)C#N)N1CCOCC1